FC1=CC=C(C=N1)C=1C(=C(C#N)C=CC1)N1CCC(CC1)C1=CN=CS1 3-(6-fluoropyridin-3-yl)-2-(4-(thiazol-5-yl)piperidin-1-yl)benzonitrile